2-(2-methyl-4-(2-((1-methyl-1H-pyrazol-4-yl)amino)-9H-purin-6-yl)benzyl)-3,4,7,8-tetrahydro-2H-cyclopenta[4,5]pyrrolo[1,2-a]pyrazin-1(6H)-one CC1=C(CN2C(C=3N(CC2)C2=C(C3)CCC2)=O)C=CC(=C1)C1=C2N=CNC2=NC(=N1)NC=1C=NN(C1)C